NC1=NC2=CC=C(C=C2C=C1C)C(=O)N(CC1=NC=C(C=C1)C(F)(F)F)C(C)C1=CC(=CC=C1)O 2-amino-N-[1-(3-hydroxyphenyl)ethyl]-3-methyl-N-[[5-(trifluoromethyl)-2-pyridyl]methyl]quinoline-6-carboxamide